cyclopropoxymethyl (S)-6-diazo-2-((R)-2-methoxypropanamido)-5-oxohexanoate [N+](=[N-])=CC(CC[C@@H](C(=O)OCOC1CC1)NC([C@@H](C)OC)=O)=O